Tert-butyl [(1R,4S)-4-aminocyclopent-2-en-1-yl]carbamate N[C@@H]1C=C[C@@H](C1)NC(OC(C)(C)C)=O